COC(=O)C1C(CC2CC(CC12)O[Si](C1=CC=CC=C1)(C1=CC=CC=C1)C(C)(C)C)=O 5-((tert-Butyldiphenylsilyl)oxy)-2-oxooctahydro-pentalene-1-carboxylic acid methyl ester